ClC1=C(CN2CC(C2)O)C=CC=C1N1C=NC(=C1)C1=NC(=NC=C1C(F)(F)F)NC1CCN(CC1)S(=O)(=O)C 1-(2-Chloro-3-(4-(2-((1-(methylsulfonyl)piperidin-4-yl)amino)-5-(trifluoromethyl)pyrimidin-4-yl)-1H-imidazol-1-yl)benzyl)azetidin-3-ol